1,4-butanediol-13C4 [13CH2]([13CH2][13CH2][13CH2]O)O